C1(CC1)C1=NC=NC(=C1C1=NC=2N(CCN(C2C=N1)C)CC1=CC(=C(C=C1)C=1N(C=C(N1)C(F)(F)F)CC)F)OC 2-(4-cyclopropyl-6-methoxypyrimidin-5-yl)-5-methyl-8-(3-fluoro-4-(1-ethyl-4-(trifluoromethyl)-1H-imidazol-2-yl)benzyl)-7,8-dihydropteridin